Br.CC1=C(C=CC(=C1)C)S(=O)(=O)C1=C(C=CC=C1)N1CCNCC1 1-[2-(2,4-dimethylbenzenesulfonyl)phenyl]piperazine hydrobromide